OC1=CC=C(C=C1)C(C)(C1=CC=CC=C1)C1=CC=C(C=C1)O p-[1-(p-Hydroxyphenyl)-1-phenylethyl]phenol